C(CCC)(=O)C1=CC(=C(C=N1)C1=NC=C2C=C(N=CC2=C1)NC(=O)[C@H]1[C@@H](C1)C=O)C (trans)-N-[7-(6-butanoyl-4-methylpyridin-3-yl)-2,6-naphthyridin-3-yl]-2-formylcyclopropane-1-carboxamide